[Br-].CCC n-propane bromide